C(CCCCCC(=O)O)(=O)C(O)(C[N+](C)(C)C)CC([O-])=O Pimelyl-carnitine